2-Methoxy-5-(3,4,5-trimethoxyphenyl)-1H-phenalen-1-one COC=1C(C=2C=CC=C3C=C(C=C(C1)C23)C2=CC(=C(C(=C2)OC)OC)OC)=O